BrC=1C=C2C3(C(NC2=CC1)=O)CC3 5'-bromo-2'-oxospiro[cyclopropane-1,3'-indolin]